ClC=1C=CC2=C(C=C(O2)C2CCN(CC2)C(=O)C2CC3(C2)NC(CC3)=O)C1 (2r,4s)-2-(4-(5-chlorobenzofuran-2-yl)piperidine-1-carbonyl)-5-azaspiro[3.4]Octane-6-one